6-[4-[3-(3,5-dimethylpyrazol-1-yl)-6-oxopyridazin-1-yl]piperidin-1-yl]pyridine-2-carbonitrile CC1=NN(C(=C1)C)C1=NN(C(C=C1)=O)C1CCN(CC1)C1=CC=CC(=N1)C#N